ClC=1C=C(C=CC1F)NC(=O)[C@H]1N(C[C@H](C1)O)C(=O)OC(C)(C)C tert-butyl (2S,4S)-2-((3-chloro-4-fluorophenyl) carbamoyl)-4-hydroxypyrrolidine-1-carboxylate